N-octadecyl-2-phenyl-3-methoxyquinolin-4-one C(CCCCCCCCCCCCCCCCC)N1C(=C(C(C2=CC=CC=C12)=O)OC)C1=CC=CC=C1